Cl.C(C)(C)(C)C1=NOC(=N1)C(=O)NCC1=C(C=C(C=C1)C1=NNC2=NC=C(C=C21)C2=CC=C(C=C2)C2CCNCC2)F 3-(tert-butyl)-N-(2-fluoro-4-(5-(4-(piperidin-4-yl)phenyl)-1H-pyrazolo[3,4-b]pyridin-3-yl)benzyl)-1,2,4-oxadiazole-5-carboxamide hydrochloride